1-Fluoro-2-methoxy-4-(4-methoxy-3-nitrophenoxy)-benzene FC1=C(C=C(C=C1)OC1=CC(=C(C=C1)OC)[N+](=O)[O-])OC